3-[(2R)-2-(3-bromophenyl)propyl]-4-methyl-4H-1,2,4-triazole BrC=1C=C(C=CC1)[C@@H](CC1=NN=CN1C)C